C1=CC=CC=2C3=CC=CC=C3C(C12)COC(=O)[C@@](N)(CCCCNC(C)=O)C(=O)O 2-(9-fluorenylmethoxycarbonyl)-N6-acetyl-D-lysine